NC1=C(C=C(C=C1)C1(CC1)C(=O)OC)C(NC1=CN=CC2=CC=CC=C12)=O methyl 1-(4-amino-3-(isoquinolin-4-ylcarbamoyl)phenyl)cyclopropane-1-carboxylate